(4S,5S)-5-((S)-5H-Imidazo[5,1-a]isoindol-5-yl)-2-methyl-4,5,6,7-tetrahydrobenzo[d]oxazol-4-ol C=1N=CN2C1C1=CC=CC=C1[C@@H]2[C@@H]2CCC1=C(N=C(O1)C)[C@H]2O